C1(CCC1)C(C(=O)OC(NC1=NN(C=C1CNC(=O)OC(C)(C)C)C(N(C)C)=O)=O)C ((4-(((tert-butoxycarbonyl) amino) methyl)-1-(dimethylcarbamoyl)-1H-pyrazol-3-yl) carbamoyl) cyclobutylpropionate